P1(OC2(N(CCN2C)C)O1)(=O)N (1,3-dimethylimidazolidin-2-ylidene) phosphoramidate